methyl 2-sulfinyl-2,3-dihydro-1,3-benzothiazole-6-carboxylate S(=O)=C1SC2=C(N1)C=CC(=C2)C(=O)OC